N-(2-methanesulfonylpyridin-3-yl)-2-(oxan-4-yl)-1,3-thiazole-5-carboxamide CS(=O)(=O)C1=NC=CC=C1NC(=O)C1=CN=C(S1)C1CCOCC1